2-azaspiro[3.3]heptane-6-carbaldehyde C1NCC12CC(C2)C=O